IC=1C=C(O[C@H]2C[C@]3(CCCN3C2)C(=O)OC)C=CC1 methyl (2S,7aR)-2-(3-iodophenoxy)tetrahydro-1H-pyrrolizine-7a(5H)-carboxylate